benzyl (2S)-2-(cyanomethyl)-4-[6-[(3-methoxy-1-naphthyl)carbamoyl]-2-[(1-methyl-2-piperidyl)methylamino]pyrimidin-4-yl]piperazine-1-carboxylate C(#N)C[C@@H]1N(CCN(C1)C1=NC(=NC(=C1)C(NC1=CC(=CC2=CC=CC=C12)OC)=O)NCC1N(CCCC1)C)C(=O)OCC1=CC=CC=C1